5-amino-2,3-dihydrobenzo[d]isothiazole 1,1-dioxide NC=1C=CC2=C(CNS2(=O)=O)C1